COC1=NC=CC(=N1)NC(C(=O)O)CC 2-((2-methoxypyrimidin-4-yl)amino)butanoic acid